7,10-dimethyl-1,6,11-trioxo-15,18,21-trioxa-8,9-dithia-2,5,12-triazatetracosan-24-oate CC(C(NCCNC=O)=O)SSC(C(NCCOCCOCCOCCC(=O)[O-])=O)C